(3-((5-(2-Methoxy-4-methylpyrimidin-5-yl)-pyridin-2-yl)methyl)-1,2,3-oxadiazol-3-ium-5-yl)((3-(2-phenylacetamido)-5-(trifluoromethyl)-phenyl)carbamoyl)amide COC1=NC=C(C(=N1)C)C=1C=CC(=NC1)C[N+]1=NOC(=C1)[N-]C(NC1=CC(=CC(=C1)C(F)(F)F)NC(CC1=CC=CC=C1)=O)=O